2,3,6,7-tetrahydro-1H-azepine N1CCC=CCC1